NC1C(CC(CC1C)C(C)(CC)C1CC(C(C(C1)C)N)C)C 2,2-bis(4-amino-3,5-dimethylcyclohexyl)butane